5-((4-(8-chloro-5,6-dihydro-11H-benzo[5,6]cyclohepta[1,2-b]pyridin-11-ylidene)piperidin-1-yl)methyl)-2,4-dihydro-3H-1,2,4-triazol-3-one ClC=1C=CC2=C(CCC=3C(=NC=CC3)C2=C2CCN(CC2)CC=2NC(NN2)=O)C1